ClCC(=O)N[C@]1([C@H](CCCC1)O)C1=C(C=CC=C1)Cl 2-chloro-N-((1S,2S)-1-(2-chlorophenyl)-2-hydroxycyclohexyl)acetamide